(S)-8,8-dimethyl-2-oxo-7,8-dihydro-2H,6H-pyrano[3,2-g]chromen-7-yl (E)-3-(4-acetoxy-3-methoxyphenyl)acrylate C(C)(=O)OC1=C(C=C(C=C1)/C=C/C(=O)O[C@H]1CC=2C=C3C=CC(OC3=CC2OC1(C)C)=O)OC